3-(Cyanomethyl)-2-thiophenecarboxylic acid C(#N)CC1=C(SC=C1)C(=O)O